6-bromo-2-(((4-methoxybenzyl)oxy)methyl)imidazo[1,2-a]pyridine BrC=1C=CC=2N(C1)C=C(N2)COCC2=CC=C(C=C2)OC